C(C)(C)(C)NC1=CC(=C2C(=N1)C=C(S2)C2=CC=NN2C2OCCCC2)NCCCN(C(C)=O)C N-(3-((5-(tert-butylamino)-2-(1-(tetrahydro-2H-pyran-2-yl)-1H-pyrazol-5-yl)thieno[3,2-b]pyridin-7-yl)amino)propyl)-N-methylacetamide